BrC1=CC=C2[C@](NC=NC2=C1)(C(C)(F)F)C#CC1CC1 (S)-7-bromo-4-(cyclopropylethynyl)-4-(1,1-difluoroethyl)-3,4-dihydroquinazolin